N-methyl-N-(1,2,3,4-tetrahydroquinolin-5-ylmethyl)carbamic acid isopropyl ester C(C)(C)OC(N(CC1=C2CCCNC2=CC=C1)C)=O